C(C)(C)(C)OC(=O)NC(C(=O)OC(CC1=CC=C(C=C1)Cl)(C)C)CC(C)C 1-(4-chlorophenyl)-2-methylpropan-2-yl 2-(tert-butoxycarbonylamino)-4-methylpentanoate